(2R)-2-[4-(2-hydroxyethyl)piperazin-1-yl]-N-(3-{2-[(3-methoxy-1-methyl-1H-pyrazol-4-yl)amino]-5-methylpyrimidin-4-yl}-1H-indol-7-yl)propanamide OCCN1CCN(CC1)[C@@H](C(=O)NC=1C=CC=C2C(=CNC12)C1=NC(=NC=C1C)NC=1C(=NN(C1)C)OC)C